Bis-difluoroethyl ether FC(COCC(F)F)F